NC=1C2=C(N=CN1)C(=C(N2C2=CC(=C(C=C2)OC2=NC=CC(=N2)C)F)C2=C(C=C(C=N2)NC(CCS(=O)(=O)C2=CC=CC=C2)=O)OC)CC N-(6-(4-amino-7-ethyl-5-(3-fluoro-4-((4-methylpyrimidin-2-yl)oxy)phenyl)-5H-pyrrolo[3,2-d]pyrimidin-6-yl)-5-methoxypyridin-3-yl)-3-(phenylsulfonyl)propanamide